1-[3-(1-hydroxy-2-methoxy-ethyl)-6-[5-[(6-methylpyridazin-3-yl)amino]benzimidazol-1-yl]-2-pyridinyl]-5-methyl-pyrazole-3-carbonitrile OC(COC)C=1C(=NC(=CC1)N1C=NC2=C1C=CC(=C2)NC=2N=NC(=CC2)C)N2N=C(C=C2C)C#N